4-(1,6-dimethyl-1H-indazol-7-yl)-7,7-dimethyl-2-(2-(2-propenoyl)-2,6-diazaspiro[3.4]octan-6-yl)-5,7-dihydrofuro[3,4-b]pyridine-3-carbonitrile CN1N=CC2=CC=C(C(=C12)C1=C2C(=NC(=C1C#N)N1CC3(CN(C3)C(C=C)=O)CC1)C(OC2)(C)C)C